C(C1=CC=CC=C1)OC1=C(C=C(C=C)C=C1)OC 4-benzyloxy-3-methoxystyrene